trimethylphosphonium trichloride [Cl-].[Cl-].[Cl-].C[PH+](C)C.C[PH+](C)C.C[PH+](C)C